ClC=1C=C(NC2(CCC3(C(=CC4=CC=CC=C34)CC(COC3=CC=NC=4CCC[C@H](C34)C)CF)CC2)C(=O)OC)C=CC1 methyl (1r,4R)-4-(3-chloroanilino)-2'-[2-(fluoromethyl)-3-{[(5R)-5-methyl-5,6,7,8-tetrahydroquinolin-4-yl]oxy}propyl]spiro[cyclohexane-1,1'-indene]-4-carboxylate